CC(C(=O)OCC(CO)(COCC(CO)(CO)CO)CO)=C dipentaerythritol (methyl)acrylate